N[C@H]1CN(CC[C@H]1OC)C(=O)OC(C)(C)C tert-butyl (3S,4R)-3-amino-4-methoxypiperidine-1-carboxylate